(diphenyltriazinyl)(methyltriphenyleneyl)terbenzene Tert-butyl-4-[1-(2,6-dibenzyloxy-3-pyridyl)-5-fluoro-3-methyl-2-oxo-benzimidazol-4-yl]-3,3-difluoro-piperidine-1-carboxylate C(C)(C)(C)OC(=O)N1CC(C(CC1)C1=C(C=CC=2N(C(N(C21)C)=O)C=2C(=NC(=CC2)OCC2=CC=CC=C2)OCC2=CC=CC=C2)F)(F)F.C2(=CC=CC=C2)C2=C(C(=NN=N2)C=2C(=C(C=CC2)C=2C(=CC=CC2)C2=CC=CC=C2)C2=C(C=CC=1C3=CC=CC=C3C3=CC=CC=C3C21)C)C2=CC=CC=C2